imino-tris(dimethylamino)phosphoric acid N=CN(C)OP(ON(C)C)(ON(C)C)=O